ClC=1C(=NC2=CC=CC=C2N1)NCC1=CC=C(C=C1)F 3-chloro-N-(4-fluorobenzyl)quinoxaline-2-amine